C(=O)C1=CC(=C(C=C1)NC(C)=O)O N-(4-FORMYL-2-HYDROXY-PHENYL)-ACETAMIDE